(1-benzyl-6-(hydroxymethyl)-1,2,3,6-tetrahydropyridin-4-yl)carbamic acid tert-butyl ester C(C)(C)(C)OC(NC=1CCN(C(C1)CO)CC1=CC=CC=C1)=O